silane allophanate C(NC(=O)N)(=O)O.[SiH4]